3-chloro-5-((2-chloro-4-((5-cyclopropyl-3-(2,6-dichlorophenyl)isoxazol-4-yl)methoxy)Phenyl)ethynyl)benzoic acid ClC=1C=C(C(=O)O)C=C(C1)C#CC1=C(C=C(C=C1)OCC=1C(=NOC1C1CC1)C1=C(C=CC=C1Cl)Cl)Cl